(S)-N-((4-(6-(6-Cyclopropylimidazo[1,2-b]pyridazin-3-yl)pyrimidin-4-yl)morpholin-2-yl)methyl)methanesulfonamide C1(CC1)C=1C=CC=2N(N1)C(=CN2)C2=CC(=NC=N2)N2C[C@H](OCC2)CNS(=O)(=O)C